3-(2-((phenylmethyl)sulfonamido)-4-(4-(4-((6-(trifluoromethyl)pyridazin-3-yl)oxy)-phenyl)piperidine-1-carbonyl)phenoxy)azetidin-1-ium 2,2,2-trifluoroacetate FC(C(=O)[O-])(F)F.C1(=CC=CC=C1)CS(=O)(=O)NC1=C(OC2C[NH2+]C2)C=CC(=C1)C(=O)N1CCC(CC1)C1=CC=C(C=C1)OC=1N=NC(=CC1)C(F)(F)F